C1(CC1)C1=NC(=C2C(=N1)N(N=C2)CC(C)C)NC=2N=CN(C2)C2=CC(=C(C(=C2)OC)OC)OC 6-cyclopropyl-1-isobutyl-N-(1-(3,4,5-trimethoxyphenyl)-1H-imidazol-4-yl)-1H-pyrazolo[3,4-d]pyrimidin-4-amine